tert-butyl (1S,4S)-5-{6-[(2-Benzoylaminopyridin-4-yl) amino]-5-nitropyridin-2-yl}-2,5-diazabicyclo[2.2.1]heptane-2-carboxylate C(C1=CC=CC=C1)(=O)NC1=NC=CC(=C1)NC1=C(C=CC(=N1)N1[C@@H]2CN([C@H](C1)C2)C(=O)OC(C)(C)C)[N+](=O)[O-]